CC(CS(=O)(=O)C)(C)NC(C1=CC=C(C=C1)C1=C(N(C=2C=C3C=NNC3=CC21)C2=CC=C(C=C2)F)C2CCOCC2)=O N-(1,1-dimethyl-2-methylsulfonyl-ethyl)-4-[5-(4-fluorophenyl)-6-tetrahydropyran-4-yl-1H-pyrrolo[2,3-f]indazol-7-yl]benzamide